C(C)(C)(C)OC(=O)N1C=NC(=C1)CC(=O)OCCSSCCO.ClC1=NC2=CC(=CC=C2C(=N1)Cl)C(F)(F)F 2,4-dichloro-7-(trifluoromethyl)quinazoline tert-Butyl-4-(2-(2-((2-hydroxyethyl)disulfaneyl)ethoxy)-2-oxoethyl)-1H-imidazole-1-carboxylate